6-(3-methoxyphenyl)-2-oxo-3H-imidazo[4,5-b]pyridin COC=1C=C(C=CC1)C=1C=C2C(=NC1)NC(N2)=O